Tert-Butyl (2-(2-chlorophenyl)-5-oxopyrrolidin-1-yl)carbamate ClC1=C(C=CC=C1)C1N(C(CC1)=O)NC(OC(C)(C)C)=O